Cl.FC(C1=C(N)C=CC=C1)(F)F 2-(trifluoromethyl)aniline hydrochloride